N-(β-aminoethyl)ethanolamine NCCNCCO